(3R/S)-3-(4-hydroxyphenyl)hex-4-ynoic acid OC1=CC=C(C=C1)[C@@H](CC(=O)O)C#CC |r|